tert-butyl 2-(3,4-dichlorophenyl)-3-(pyridin-4-yl)-6,7-dihydropyrazolo[1,5-a]pyrazine-5(4H)-carboxylate ClC=1C=C(C=CC1Cl)C1=NN2C(CN(CC2)C(=O)OC(C)(C)C)=C1C1=CC=NC=C1